C1(CC1)NC(C1=C(C=C(C=C1OC)N1C=NC2=C1C=CC(=C2)C=2C=NN(C2)CC)OC)=O N-cyclopropyl-4-[5-(1-ethylpyrazol-4-yl)benzimidazol-1-yl]-2,6-dimethoxy-benzamide